NC1=CC=C(C(=O)O)C=C1.OC(C(=O)NCCCO)C(CO)(C)C 2,4-dihydroxy-N-(3-hydroxypropyl)-3,3-dimethylbutyramide para-aminobenzoate